FC1=CC=C(C=C1)C(N1CCN(CC1)C(=O)N1C[C@@H]2[C@@H](OCC(N2)=O)CC1)C1=CC=C(C=C1)F (+)-cis-6-(4-(bis(4-Fluorophenyl)methyl)piperazine-1-carbonyl)hexahydro-2H-pyrido[4,3-b][1,4]oxazin-3(4H)-one